{[1,1'-binaphthalene]-2,2'-diylbis(oxy[1,1'-biphenyl]-2',2-diyl)}dimethanol C1(=C(C=CC2=CC=CC=C12)OC1=C(C=CC=C1)C1=C(C=CC=C1)CO)C1=C(C=CC2=CC=CC=C12)OC1=C(C=CC=C1)C1=C(C=CC=C1)CO